methyl-6-(trimethylstannyl)pyrazine-2-carboxylic acid CC=1C(=NC(=CN1)[Sn](C)(C)C)C(=O)O